diethyl-cyclohexyl-phosphorus oxide C(C)P(C1CCCCC1)(CC)=O